magnesium di-lysinate N[C@@H](CCCCN)C(=O)[O-].N[C@@H](CCCCN)C(=O)[O-].[Mg+2]